3,6-dimethyl-1-formylcarbazole CC=1C=C(C=2NC3=CC=C(C=C3C2C1)C)C=O